FC(COP(=O)(OCC(F)(F)F)OCC(F)(F)F)(F)F tris(2,2,2-Trifluoroethyl)phosphat